3-hydroxy-6-methoxy-1,2,4,5-tetrazine OC=1N=NC(=NN1)OC